P(=O)(O)(O)O.CC(CCCCCC)[K] E-2-octyl-potassium phosphate